3-[5-[2-[2-[(2S)-2-(Aminomethyl)morpholin-4-yl]ethoxy]ethyl]-3-methyl-2-oxo-benzimidazol-1-yl]piperidine-2,6-dione NC[C@H]1CN(CCO1)CCOCCC1=CC2=C(N(C(N2C)=O)C2C(NC(CC2)=O)=O)C=C1